4-(2,6-Dihydroxy-4-propylphenyl)-1-ethyl-5-fluoroindolin-2-one OC1=C(C(=CC(=C1)CCC)O)C1=C2CC(N(C2=CC=C1F)CC)=O